NCCOC1=CC=C(C=C1)C[C@H](C(=O)OC(C)(C)C)[C@@H]1CN(CC1)C(=O)OC(C)(C)C tert-butyl (R)-3-((S)-3-(4-(2-aminoethoxy)phenyl)-1-(tert-butoxy)-1-oxopropan-2-yl)pyrrolidine-1-carboxylate